CC1=CC=CC2=CC=C(C=C12)C=O 1-METHYLNAPHTHALENE-7-CARBOXALDEHYDE